(2S,3R)-3-[(ethanesulfonyl)amino]-4,4-difluoro-N,N-dimethyl-2-[(2,2',3'-trifluoro-[1,1'-biphenyl]-3-yl)methyl]pyrrolidine-1-carboxamide C(C)S(=O)(=O)N[C@@H]1[C@@H](N(CC1(F)F)C(=O)N(C)C)CC=1C(=C(C=CC1)C1=C(C(=CC=C1)F)F)F